2-[[4-[(E)-3-[3-(2-Methoxyethoxy)phenyl]prop-2-enoyl]phenyl]sulfonylamino]acetic acid COCCOC=1C=C(C=CC1)/C=C/C(=O)C1=CC=C(C=C1)S(=O)(=O)NCC(=O)O